ClC1=CC=C(C=2N(N=NC21)C(C)C2=CC=C(C=C2)OC(F)(F)F)C(=O)O 4-chloro-1-(1-(4-(trifluoromethoxy)phenyl)ethyl)-1H-benzo[d][1,2,3]triazole-7-carboxylic acid